(S)-N-((S)-4-hydroxy-3-oxo-1-((R)-2-oxopyrrolidin-3-yl)butan-2-yl)-2-(3-methyl-4H-thieno[3,2-b]pyrrole-5-carbonyl)-2-azabicyclo[2.2.2]octane-3-carboxamide OCC([C@H](C[C@@H]1C(NCC1)=O)NC(=O)[C@H]1N(C2CCC1CC2)C(=O)C2=CC1=C(N2)C(=CS1)C)=O